N-(5-Cyano-2-(2-ethyl-4-oxo-10-(2-oxo-2-((4-(trifluoromethyl)phenyl)amino)ethyl)-4,10-dihydrobenzo[4,5]imidazo[1,2-a]pyrimidin-3-yl)phenyl)acrylamide C(#N)C=1C=CC(=C(C1)NC(C=C)=O)C1=C(N=C2N(C1=O)C1=C(N2CC(NC2=CC=C(C=C2)C(F)(F)F)=O)C=CC=C1)CC